C[Si]1(CCNCC1)CNC(OC(C)(C)C)=O tert-butyl ((4-methyl-1,4-azasilinan-4-yl) methyl)carbamate